S(=O)(=O)(O)O.CNC1=C(C=CC=C1)NC N,N'-dimethyl-o-phenylenediamine sulfate